C1(CCCC1)N(C(N(C)C=1C=C(C2=C(N=C(N=C2)S(=O)C)N1)C#C[Si](C(C)C)(C(C)C)C(C)C)=O)C 3-Cyclopentyl-1-{2-methanesulfinyl-5-[2-(triisopropylsilyl)ethynyl]pyrido[2,3-d]pyrimidin-7-yl}-1,3-dimethylurea